CC1=CC=2C3=C(NC2C=C1)C(NC=N3)=O 8-methyl-4-oxo-4,5-dihydro-3H-pyrimido[5,4-b]indole